6-(4-(diphenylamino)phenyl)-2-methylimidazo[1,2-a]pyrazine-3(7H)-one C1(=CC=CC=C1)N(C1=CC=C(C=C1)C=1NC=C2N(C1)C(C(=N2)C)=O)C2=CC=CC=C2